C1(=CC=CC=C1)C=1C=C2C(=NC1)N(C(=C2)C(=O)OC)S(=O)(=O)C2=CC=C(C=C2)C methyl 5-phenyl-1-(p-tolylsulfonyl)pyrrolo[2,3-b]pyridine-2-carboxylate